2-Amino-5-chloro-1-(3-methoxy-2,6-dimethylphenyl)-6-methyl-1H-pyrrolo[2,3-b]pyridine-3-carbonitrile NC1=C(C=2C(=NC(=C(C2)Cl)C)N1C1=C(C(=CC=C1C)OC)C)C#N